1-methyl-2-{[4-(6-{[4-(trifluoromethyl)benzyl]oxy}pyridin-2-yl)piperidin-1-yl]methyl}-1H-benzimidazole-6-carboxylic acid CN1C(=NC2=C1C=C(C=C2)C(=O)O)CN2CCC(CC2)C2=NC(=CC=C2)OCC2=CC=C(C=C2)C(F)(F)F